ClCCCOC1=CC=C(C=C1)F 1-(3-chloropropoxy)-4-fluorobenzene